BrC1=C(N(C2=CC=CC=C2C1=C=O)C)CN1C(C2=C(C=C1)[C@@](C(OC2)=O)(O)CC)=O (S)-7-((3-bromo-1-methyl-4-carbonyl-1,4-dihydroquinolin-2-yl)methyl)-4-ethyl-4-hydroxy-1,7-dihydro-3H-pyrano[3,4-c]pyridine-3,8(4H)-dione